C(C=C)(=O)OCCCCCC(=O)O 6-(acryloyloxy)hexanoic acid